BrC=1C(=NC(=CC1)OCCO[Si](C)(C)C(C)(C)C)CO (3-bromo-6-{2-[(tert-butyldimethylsilyl)oxy]ethoxy}pyridin-2-yl)methanol